CNCC(OCO[Si](OC)(OC)CCC)C (N-methyl-2-amino-1-methyl-1-ethoxy)-propyltrimethoxysilane